lithium hydroxyethyl-piperazine ethyl-sulfate C(C)OS(=O)(=O)[O-].OCCN1CCNCC1.[Li+]